C(C)OC=1C=C(C=C(C1)C)C1=CC=2N(C[C@H]3N(C2N=C1)CCN(C3)C(CCC(=O)O)=O)S(=O)(=O)C3=CC(=CC=C3)C(F)(F)F (S)-4-(3-(3-ethoxy-5-methylphenyl)-5-(3-(trifluoromethyl)phenylsulfonyl)-6a,7,9,10-tetrahydro-5H-pyrazino[1,2-a]pyrido[3,2-e]pyrazin-8(6H)-yl)-4-oxobutanoic acid